C[C@H]1N(CCOC1)C1=NC=2N(C(=C1)C1=CC=NN1C)C=CC2C2=CC=NN2 (R)-3-methyl-4-(4-(1-methyl-1H-pyrazol-5-yl)-8-(1H-pyrazol-5-yl)pyrrolo[1,2-a]pyrimidin-2-yl)morpholine